CN1N=CC=C1C(=O)N1CC2(CCN3N=C(C=C32)C=3C=NC2=CC=CC=C2C3)C1 (1-methyl-1H-pyrazol-5-yl)[2'-(quinolin-3-yl)-5',6'-dihydrospiro[azetidine-3,4'-pyrrolo[1,2-b]pyrazol]-1-yl]methanone